tert-butyl (1R,5S)-3-(7-bromo-8-fluoro-2-(((2R,7aS)-2-fluorotetrahydro-1H-pyrrolizin-7a(5H)-yl)methoxy)-3-nitroquinolin-4-yl)-3,8-diazabicyclo[3.2.1]octane-8-carboxylate BrC1=CC=C2C(=C(C(=NC2=C1F)OC[C@]12CCCN2C[C@@H](C1)F)[N+](=O)[O-])N1C[C@H]2CC[C@@H](C1)N2C(=O)OC(C)(C)C